ClC1=CC2=C(N(C(C(N2C)=O)=O)C2CCN(CC2)C(=O)C2CCN(CC2)CC(C)C)N=C1 7-chloro-4-(1-(1-isobutylpiperidine-4-carbonyl)piperidin-4-yl)-1-methyl-1,4-dihydropyrido[2,3-b]Pyrazine-2,3-dione